2-isopropenyl-4-methyl-4-phenyl-1,3-oxazolin-5-one C(=C)(C)C=1OC(C(N1)(C1=CC=CC=C1)C)=O